CN(CCN(C(C)=O)CC)C N-(2-(dimethylamino)ethyl)-N-ethylacetamide